6-hydroxydodecanoat OC(CCCCC(=O)[O-])CCCCCC